COC(=O)C1CCCC12OCC=C(C2)OS(=O)(=O)C(F)(F)F 9-(((trifluoromethyl)sulfonyl)oxy)-6-oxaspiro[4.5]dec-8-ene-carboxylic acid methyl ester